C(C)N1C(CNC=2C1=NC(=CN2)C=2C(=NC(=CC2)C2=NC=NN2)C)=O 1-ethyl-3,4-dihydro-7-[2-methyl-6-(1H-1,2,4-triazol-5-yl)-3-pyridinyl]-pyrazino[2,3-b]pyrazin-2(1H)-one